ClC=1C=2N(C=C(N1)C1=CC(=NC=C1C)[C@@H](C)N(S(=O)C(C)(C)C)CC)N=CN2 N-((R)-1-(4-(8-chloro-[1,2,4]triazolo[1,5-a]pyrazin-6-yl)-5-methylpyridin-2-yl)ethyl)-N-ethyl-2-methylpropane-2-sulfinamide